FC(C1=NN=C(S1)C1=NC=C2N1C=C(C=C2C=2CCN(CC2)C(=O)OC(C)(C)C)S(NC2(CC2)C)(=O)=O)F tert-butyl 4-(3-(5-(difluoromethyl)-1,3,4-thiadiazol-2-yl)-6-(N-(1-methylcyclopropyl)sulfamoyl)imidazo[1,5-a]pyridin-8-yl)-3,6-dihydropyridine-1(2H)-carboxylate